ClC=1C(=NC=CC1)C1=NC(=NC(=N1)C1=CC=CC=C1)C1=CC=CC=C1 2-(3-chloropyridin-2-yl)-4,6-diphenyl-1,3,5-triazine